C(C)(C)(C)OC(=O)N1CCC(CC1)I.BrC(C(=O)C=1C=NC=CC1)CC(C)C 2-bromo-4-methyl-1-(pyridin-3-yl)pentan-1-one tert-butyl-4-iodopiperidine-1-carboxylate